ClC=1C=C(CNC2=NC(=NC3=CC=C(C=C23)C=2C(=NOC2C)C)C(=O)NCC=2C=NC=C(C2)F)C=CC1 ((3-chlorobenzyl)amino)-6-(3,5-dimethylisoxazol-4-yl)-N-((5-fluoropyridin-3-yl)methyl)quinazoline-2-carboxamide